4-fluoropyridine-3-carboxylic acid FC1=C(C=NC=C1)C(=O)O